7-(2,3,4,7-tetrahydro-1H-azepin-5-yl)-1,3-benzodioxol-5-yl-pyridine-2,4-diamine N1CCCC(=CC1)C1=CC(=CC2=C1OCO2)C=2C(=NC=CC2N)N